(2,5-difluoro-3-{1-[4-(piperazin-1-yl)phenyl]-3-(pyridin-4-yl)pyrazol-4-yl}phenyl)pyrrolidine-1-sulfonamide trifluoroacetic acid salt FC(C(=O)O)(F)F.FC1=C(C=C(C=C1C=1C(=NN(C1)C1=CC=C(C=C1)N1CCNCC1)C1=CC=NC=C1)F)C1N(CCC1)S(=O)(=O)N